1-[4-(1,3-benzothiazol-2-yloxy)-3-(cyclopropyl-methoxy)-phenyl]pentan-3-one S1C(=NC2=C1C=CC=C2)OC2=C(C=C(C=C2)CCC(CC)=O)OCC2CC2